CN1C[C@@H](CC1)N1N=CC=C1 1-[(3R)-1-methylpyrrolidin-3-yl]-1H-pyrazol